CN(C1=NC=C(C=N1)CO[C@H]1CN2C(OC1)=NC(=C2)[N+](=O)[O-])CC2=CC=C(C=C2)OC(F)(F)F (S)-N-methyl-5-(((2-nitro-6,7-dihydro-5H-imidazo[2,1-b][1,3]oxazin-6-yl)oxy)methyl)-N-(4-(trifluoromethoxy)benzyl)pyrimidin-2-amine